The molecule is an acyl-CoA oxoanion that is the pentaanion of 3-oxododecanedioyl-CoA, arising from deprotonation of the phosphate, diphosphate and carboxylic acid functions; major species at pH 7.3. It is a conjugate base of a 3-oxododecanedioyl-CoA. CC(C)(COP(=O)([O-])OP(=O)([O-])OC[C@@H]1[C@H]([C@H]([C@@H](O1)N2C=NC3=C(N=CN=C32)N)O)OP(=O)([O-])[O-])[C@H](C(=O)NCCC(=O)NCCSC(=O)CC(=O)CCCCCCCCC(=O)[O-])O